COC/C=C/C=1N=CC(=NC1)C(=O)O (E)-5-(3-methoxyprop-1-en-1-yl)pyrazine-2-carboxylic acid